[Si](C)(C)(C(C)(C)C)N=S(=O)(N1CCC1)C=1C=C(C=CC1)NC(=O)C1=C(C=C(C=C1)NS(=O)(=O)CC(=O)OC)N1CCC2(CC2)CC1 methyl 2-(N-(4-((3-(N-(tert-butyldimethylsilyl)azetidine-1-sulfonimidoyl)phenyl)carbamoyl)-3-(6-azaspiro[2.5]octan-6-yl)phenyl)sulfamoyl)acetate